O=C1N(CC2=CC(=CC=C12)O[C@@H]1[C@H](CCCC1)OC1=CC=CC=C1)N1C(CCCC1=O)=O (1-oxo-5-(((1S,2S)-2-phenoxycyclohexyl)oxy)isoindolin-2-yl)piperidine-2,6-dione